C(C)(C)(C)OC(=O)N1C2(CC2)C/C(/CC1)=C/C(=O)OCC (7E)-7-(2-ethoxy-2-keto-ethylidene)-4-azaspiro[2.5]octane-4-carboxylic acid tert-butyl ester